2-phenyl-N-(tetrahydro-2H-pyran-4-yl)-5-(((tetrahydro-2H-pyran-4-yl)oxy)methyl)-1H-indol-7-amine C1(=CC=CC=C1)C=1NC2=C(C=C(C=C2C1)COC1CCOCC1)NC1CCOCC1